(4-(Benzyloxy)pyridin-3-yl)boric acid C(C1=CC=CC=C1)OC1=C(C=NC=C1)OB(O)O